N1(C[C@@H](CCC1)C(=O)OC)C(=O)OC(C)(C)C 1-(tert-butyl) 3-methyl (R)-piperidine-1,3-dicarboxylate